C1(CC1)C(C(C=1NC=2C(=NC(=CC2)C2N(CCC(C2)(F)F)C(=O)C23CC(C2)(C3)F)N1)NC(=O)C1=NON=C1C)C1CC1 N-(2,2-Dicyclopropyl-1-{5-[4,4-difluoro-1-(3-fluorobicyclo[1.1.1]pentane-1-carbonyl)-piperidin-2-yl]-1H-imidazo[4,5-b]pyridin-2-yl}ethyl)-4-methyl-1,2,5-oxadiazole-3-carboxamide